FC=1C=C(C=C(C1C=1C=NC(=CC1)F)F)O 3,5-difluoro-4-(6-fluoro-3-pyridinyl)phenol